3-(3,4-dimethoxyphenyl)-6-(3-pyridyl)imidazo[1,2-b]pyridazine COC=1C=C(C=CC1OC)C1=CN=C2N1N=C(C=C2)C=2C=NC=CC2